O[C@@H]1[C@H](C[C@H]([C@@H]1O)N1C=CC2=C1N=CN=C2C)OC=2C=CC=C1CCN(CC21)C(=O)[O-] 8-(((1S,2S,3S,4R)-2,3-dihydroxy-4-(4-methyl-7H-pyrrolo[2,3-d]pyrimidin-7-yl) cyclopentyl) oxy)-3,4-dihydroisoquinoline-2(1H)-carboxylate